5-bromo-2-fluoro-N,N-bis(4-methoxybenzyl)-4-(2-methoxyvinyl)-3-methylaniline BrC=1C(=C(C(=C(N(CC2=CC=C(C=C2)OC)CC2=CC=C(C=C2)OC)C1)F)C)C=COC